O1C(=CC=C1)CN(CC(=O)C1=CC=2C(=NC(N2)=O)C=C1)C 5-[2-[2-furylmethyl(methyl)-amino]acetyl]benzimidazol-2-one